COC(=O)C=1C=CC2=C(SC(=C2OC2=CC=C(C=C2)NC2CNC2)C2=C(C=C(C=C2)F)C(C)(F)F)C1 3-(4-(azetidin-3-ylamino)phenoxy)-2-(2-(1,1-difluoroethyl)-4-fluorophenyl)benzo[b]thiophene-6-carboxylic acid methyl ester